COC(=O)C=1C=C2C(=CN=CC2=CC1)N1C(NC2=C(C1=O)SC(=C2)C2=C(C=CC(=C2)OC)Cl)=O 4-[6-(2-chloro-5-methoxy-phenyl)-2,4-dioxo-1H-thieno[3,2-d]pyrimidin-3-yl]isoquinoline-6-carboxylic acid methyl ester